C1(CCCC1)OC1=C(C(=CC=C1)N)N 3-(cyclopentyloxy)benzene-1,2-diamine